4-{6-[5-(methoxycarbonyl)-2-methylthiophen-3-yl]pyridin-3-yl}piperazine-1-carboxylic acid tert-butyl ester C(C)(C)(C)OC(=O)N1CCN(CC1)C=1C=NC(=CC1)C1=C(SC(=C1)C(=O)OC)C